C(C)(C)(C)OC(=O)N1C[C@H](OC2=C(C=CC=3C=CC=NC23)C1)CC (R)-2-ethyl-2,3-dihydro-[1,4]oxazepino[6,7-H]quinoline-4(5H)-carboxylic acid tert-butyl ester